ClC1=NC(=NC(=N1)Cl)C=1C=CC2=C(OC3=C2C=CC=C3)C1 2,4-dichloro-6-(dibenzo[b,d]furan-3-yl)-1,3,5-triazine